(R)-(1-(2,2-difluoro-3-oxo-3-((3-(trifluoromethoxy)benzyl)amino)propionamido)-2-(p-tolyl)ethyl)boronic acid FC(C(=O)N[C@@H](CC1=CC=C(C=C1)C)B(O)O)(C(NCC1=CC(=CC=C1)OC(F)(F)F)=O)F